4-methyl-pent-1-ene CC(CC=C)C